C(C)(C)(C)OC(=O)N1C(C(C2=NNC(C=3C=C(C=C1C23)F)=O)N2N=CC3=CC=CC=C23)C2=CC=C(C=C2)F 5-fluoro-8-(4-fluorophenyl)-9-(1H-indazolyl)-8,9-dihydro-2H-pyrido[4,3,2-de]phthalazin-3(7H)-one-7-carboxylic acid tert-butyl ester